tert-butyl 4-[(6-amino-5-Chloropyrimidin-4-yl) amino]methylpiperidine-1-carboxylate NC1=C(C(=NC=N1)NCC1CCN(CC1)C(=O)OC(C)(C)C)Cl